1-Butyl-2,3-dimethylimidazolium tetracyanoborate C(#N)[B-](C#N)(C#N)C#N.C(CCC)N1C(=[N+](C=C1)C)C